9-METHYL-2-MORPHOLIN-4-YL-4-OXO-4H-PYRIDO[1,2-A]PYRIMIDINE-3-CARBALDEHYDE CC1=CC=CN2C1=NC(=C(C2=O)C=O)N2CCOCC2